FC=1C=C(O[C@@H]2CN(CC2)C2=CC=NC(=C2C(=O)OC)OC)C=C(C1)C(F)(F)F methyl (S)-4-(3-(3-fluoro-5-(trifluoromethyl)phenoxy)pyrrolidin-1-yl)-2-methoxynicotinate